tri-n-butyl-allyl-tin C(CCC)[Sn](CC=C)(CCCC)CCCC